1-(4-((5-chloro-4-((5-(furan-2-yl)-2-methoxyphenyl)amino)quinazolin-6-yl)amino)piperidin-1-yl)prop-2-en-1-one ClC1=C2C(=NC=NC2=CC=C1NC1CCN(CC1)C(C=C)=O)NC1=C(C=CC(=C1)C=1OC=CC1)OC